FC1=CC=C(C=C1)C1=NN=C(O1)N[C@H](C)C1CCC(CC1)C1=CC=NC2=CC=C(C=C12)F 5-(4-fluorophenyl)-N-((R)-1-((1s,4S)-4-(6-fluoroquinolin-4-yl)cyclohexyl)ethyl)-1,3,4-oxadiazol-2-amine